4-hydroxy-7-phenoxyisoquinoline tert-butyl-(2R,5S)-4-(7-cyclohexyl-5-formyl-7H-pyrrolo[2,3-d]pyrimidin-4-yl)-2,5-dimethylpiperazine-1-carboxylate C(C)(C)(C)OC(=O)N1[C@@H](CN([C@H](C1)C)C=1C2=C(N=CN1)N(C=C2C=O)C2CCCCC2)C.OC2=CN=CC1=CC(=CC=C21)OC2=CC=CC=C2